5-[[(3R)-1-[7-(ethylamino)-5-fluoro-3-methyl-2-oxo-indolin-3-yl]-3-piperidyl]-methyl-amino]pyridine-2-carboxamide C(C)NC=1C=C(C=C2C(C(NC12)=O)(C)N1C[C@@H](CCC1)N(C=1C=CC(=NC1)C(=O)N)C)F